C(C)(C)(C)OC(=O)NC(C(C(=O)[O-])O)C.[Li+] lithium 3-((tert-butoxycarbonyl)-amino)-2-hydroxybutanoate